Di-naphthalene azide [N-]=[N+]=[N-].C1=CC=CC2=CC=CC=C12.C1=CC=CC2=CC=CC=C12